COC([C@@H](N)C(C)(C)C)=O L-tertiary leucine methyl ester